ethyl 3',5'-bis(1,2,2-triphenylethenyl)-[1,1'-biphenyl]-4-carboxylate C1(=CC=CC=C1)C(=C(C1=CC=CC=C1)C1=CC=CC=C1)C=1C=C(C=C(C1)C(=C(C1=CC=CC=C1)C1=CC=CC=C1)C1=CC=CC=C1)C1=CC=C(C=C1)C(=O)OCC